C(=O)(OC(C)(C)C)NC(C(C(=O)O)(F)F)CN1N=C(N=N1)C1=CC=C(C=C1)OC1=NC=C(C=C1F)Cl 3-((Boc)amino)-4-(5-(4-((5-chloro-3-fluoropyridin-2-yl)oxy)phenyl)-2H-tetrazol-2-yl)-2,2-difluorobutyric acid